C(C)(C)(C)OC(=O)N1C(CC[C@@H](C1)NC1=NC=2N(C(=C1)N(CC1=C(C=CC(=C1)[N+](=O)[O-])F)C(=O)OC(C)(C)C)N=CC2CC)(C)C (S)-5-((7-((tert-butoxycarbonyl)(2-fluoro-5-nitrobenzyl)amino)-3-ethylpyrazolo[1,5-a]pyrimidin-5-yl)amino)-2,2-dimethylpiperidine-1-carboxylic acid tert-butyl ester